(3-(5-chloro-2-((3-cyclopropyl-5-(((3R,5S)-3,5-dimethylpiperazin-1-yl)methyl)phenyl)amino)pyrimidin-4-yl)-1H-indol-6-yl)methanol ClC=1C(=NC(=NC1)NC1=CC(=CC(=C1)CN1C[C@H](N[C@H](C1)C)C)C1CC1)C1=CNC2=CC(=CC=C12)CO